C(C)OC(=O)C=1C=NN(C1)C1CCN(CC1)C(=O)OC(C)(C)C tert-butyl 4-(4-(ethoxycarbonyl)-1H-pyrazol-1-yl)piperidine-1-carboxylate